C(CC(O)(C(=O)O)CC(=O)O)(=O)O.CC1C(C(N(CC1)O)(O)C)(C)C (Tetramethylhydroxy-piperidinol) citrate